ClC1=C(C(=O)N2CCC3(CC2)C(NC2=CC=CC=C23)=O)C=CC=C1 1'-(2-chlorobenzoyl)-2-oxospiro[indoline-3,4'-piperidine]